OC1=C(C(=CC(=C1)OC)OC)C(C=CC1=CC(=C(C=C1)O)OC)=O 1-(2-Hydroxy-4,6-dimethoxyphenyl)-3-(4-hydroxy-3-methoxyphenyl)prop-2-en-1-one